1-methylimidazo[1,2-a]pyridin-1-ium C[N+]=1C=CN2C1C=CC=C2